6-((5-(1,1-dioxothiomorpholino)pyridin-3-yl)methyl)-N-(3-(trifluoromethyl)phenyl)-4,5,6,7-tetrahydrothieno[2,3-c]pyridine-3-carboxamide O=S1(CCN(CC1)C=1C=C(C=NC1)CN1CC2=C(CC1)C(=CS2)C(=O)NC2=CC(=CC=C2)C(F)(F)F)=O